ClC1=CC(=C(COC2=NC(=NC=C2)C2=CCC(CC2)CC2=NC=3C(=NC(=CC3)C(=O)OCC)N2C[C@H]2OCC2)C=C1)F ethyl 2-((4-(4-((4-chloro-2-fluorobenzyl)oxy)pyrimidin-2-yl)cyclohex-3-en-1-yl)methyl)-3-(((S)-oxetan-2-yl)methyl)-3H-imidazo[4,5-b]pyridine-5-carboxylate